CC1(COC1)C1=CC=C(OCCCC(=O)O)C=C1 4-(4-(3-methyloxetan-3-yl)phenoxy)butyric acid